O1CCN(CC1)C1=CC=C(C=C1)NC=1N=C(C2=C(N1)C(=NC=C2)C2=CC(=CC=C2)[N+](=O)[O-])O 2-((4-morpholinophenyl)amino)-8-(3-nitrophenyl)pyrido[3,4-d]pyrimidin-4-ol